Cl.IC=1N=C(N2C1CNCC2)C2CCOCC2 1-iodo-3-(tetrahydro-2H-pyran-4-yl)-5,6,7,8-tetrahydroimidazo[1,5-a]pyrazine HCl salt